ethyl 6-cyclopropyl-8-methyl-5,6,7,8-tetrahydroimidazo[1,2-a]pyrimidine-2-carboxylate C1(CC1)C1CN(C=2N(C1)C=C(N2)C(=O)OCC)C